ClC1=C(C=CC=C1C)[C@H]1N(CC[C@H]1OCCOC)C(=O)OC(C)(C)C tert-Butyl (2R,3R)-2-(2-chloro-3-methyl-phenyl)-3-(2-methoxyethoxy)pyrrolidine-1-carboxylate